BrC1=NN2C(N=CC=C2)=C1I bromo-3-iodopyrazolo[1,5-a]pyrimidine